6-oxohexadecanedioic acid O=C(CCCCC(=O)O)CCCCCCCCCC(=O)O